C(C)SC=1OC2=C(C=C(C=C2C(C1C)=O)C)C(C)NC1=C(C(=O)O)C=CC=C1 2-[1-(2-Ethylsulfanyl-3,6-dimethyl-4-oxo-chromen-8-yl)ethylamino]benzoic acid